COCC=1N=C2N(N=C(C(=C2C)C)N2CC=3C=C(C=NC3CC2)C(F)(F)F)C(C1)=O 2-(methoxymethyl)-8,9-dimethyl-7-(3-(trifluoromethyl)-7,8-dihydro-1,6-naphthyridin-6(5H)-yl)-4H-pyrimido[1,2-b]pyridazin-4-one